C(C)N1CC(N(CC1)CC1=C(C=C(C=C1)NC1=CC=C(C=C1)N1CCCCC1)C(F)(F)F)=O 4-Ethyl-1-(4-((4-(piperidin-1-yl)phenyl)amino)-2-(trifluoromethyl)benzyl)piperazin-2-one